CN(CCN(C1=CC(=C(C=C1[N+](=O)[O-])NC(OC(C)(C)C)=O)OC)C)C tert-butyl (4-((2-(dimethylamino)ethyl)(methyl) amino)-2-methoxy-5-nitrophenyl)carbamate